ClC1=C(C=C(C(=O)C2=C(C(=O)O)C=CC=C2)C=C1)S(=O)(=O)O 2-(4-chloro-3-sulfobenzoyl)benzoic acid